2-(4-chloro-1-isopropyl-1H-pyrazol-5-yl)-4-(4-(1-ethyl-4-(trifluoromethyl)-1H-imidazol-2-yl)-3-fluorobenzyl)-4,5,6,7-tetrahydropyrazolo[1,5-a]pyrimidin-6-yl 4-methylbenzenesulfonate CC1=CC=C(C=C1)S(=O)(=O)OC1CN(C=2N(C1)N=C(C2)C2=C(C=NN2C(C)C)Cl)CC2=CC(=C(C=C2)C=2N(C=C(N2)C(F)(F)F)CC)F